C(C)(C)[Si](C1=CC=C(S1)C=1SC2=C(N1)C=C1C(N=C(S1)C=1SC(=CC1)[Si](C(C)C)(C(C)C)C(C)C)=C2)(C(C)C)C(C)C 2,6-bis(5-triisopropylsilylthien-2-yl)-benzo[1,2-d:4,5-d']bis-thiazole